methyl 8-fluoro-6,12-dioxo-6,12-dihydroindolo[2,1-b]quinazoline-2-carboxylate FC=1C=C2C(C3=NC4=CC=C(C=C4C(N3C2=CC1)=O)C(=O)OC)=O